ethyl 3-((6-methoxy-4-methylpyridin-3-yl)amino)-3-oxopropanoate COC1=CC(=C(C=N1)NC(CC(=O)OCC)=O)C